8-(1,3-dioxoisoindol-2-yl)-6-oxo-octanoic acid methyl ester COC(CCCCC(CCN1C(C2=CC=CC=C2C1=O)=O)=O)=O